C1(=CC(=CC=C1)NC=1C=CC2=C(OC3=C2C=CC=C3)C1)C1=CC=CC=C1 N-(biphenyl-3-yl)dibenzo[B,D]furan-3-amine